[1-(tert-butoxycarbonyl)-1H-pyrrol-2-yl]Boric acid C(C)(C)(C)OC(=O)N1C(=CC=C1)OB(O)O